[1,4]diazepine-2-Formamide N1C(=CN=CC=C1)C(=O)N